C(C=C)(=O)OCC(CS(=O)(=O)[O-])O acryloyloxy-2-hydroxypropyl-sulfonate